NC1=C(C=CC=C1[N+](=O)[O-])C(=O)N1CCOCC1 (2-amino-3-nitrophenyl)(morpholino)methanone